C4-bromo-6-chloro-5-methylpyridazin-3-amine BrC1=C(N=NC(=C1C)Cl)N